6-(3-isopropyl-5-(6-methyl-2,6-diazaspiro[3.3]hept-2-yl)-1H-pyrrolo[3,2-b]pyridin-2-yl)-7,8-dimethyl-[1,2,4]triazolo[1,5-a]pyridine C(C)(C)C1=C(NC=2C1=NC(=CC2)N2CC1(C2)CN(C1)C)C=1C(=C(C=2N(C1)N=CN2)C)C